ClC1=C(N)C=C(C=C1Cl)C 2,3-Dichloro-5-methylaniline